1-(6-(2,6-dichloro-3,5-dimethoxyphenyl)-2-(methylthio)pyrido[3,4-d]pyrimidin-8-yl)-4-methylpiperidin-4-ol ClC1=C(C(=C(C=C1OC)OC)Cl)C1=CC2=C(N=C(N=C2)SC)C(=N1)N1CCC(CC1)(O)C